C(CCCCCCCCC\C=C/CCCCCC)(=O)O ASCLEPINIC ACID